6-methoxy-2-phenyl-1H-benzo[d]Imidazole COC=1C=CC2=C(NC(=N2)C2=CC=CC=C2)C1